N-[4-(difluoromethoxy)phenyl]-hydrazinoformamide FC(OC1=CC=C(C=C1)N(C=O)NN)F